C(C)(C)(C)C1CCN(CC1)C(=O)NC1=CC(=C(C(=C1)C=1N=NNN1)C=1C=NC(=CC1)OC(C)C)F 4-(tert-butyl)-N-(3-fluoro-4-(6-isopropoxypyrid-3-yl)-5-(2H-tetrazol-5-yl)phenyl)piperidine-1-carboxamide